tert-butyl 2-(cyclohexylamino)-5-nitronicotinate C1(CCCCC1)NC1=C(C(=O)OC(C)(C)C)C=C(C=N1)[N+](=O)[O-]